C(CC)C(C=C)CCCC 3-propyl-1-heptene